tert-Butyl (2R,5S)-4-benzyl-5-methyl-2-propylpiperazine-1-carboxylate C(C1=CC=CC=C1)N1C[C@H](N(C[C@@H]1C)C(=O)OC(C)(C)C)CCC